C(N)(OC1=C(C2=CC=C(C=C2C(=C1)OCC1=CC=CC=C1)F)C(C)(C)C)=O tert-butyl(4-(benzyloxy)-6-fluoronaphthalen-2-yl) carbamate